2-(2-(4-(Tert-butyl)cyclohex-1-en-1-yl)ethyl)-1,3-dioxolane C(C)(C)(C)C1CC=C(CC1)CCC1OCCO1